ClC=1C=C2C(NC(=NC2=CC1)C1=C(C=CC(=C1)Cl)O)=O 6-chloro-2-(5-chloro-2-hydroxyphenyl)quinazolin-4(3H)-one